FC(C1=CC=CC(=N1)N1CCNCC1)(F)F 1-[6-(trifluoromethyl)pyridin-2-yl]Piperazine